O=C1C=2C=CC=CC2C=2N=C(C(NC21)C#N)C#N 9-oxo-1H-indeno[1,2-b]pyrazine-2,3-dicarbonitrile